N1N=CC(=C1)C1=CC=C(C=C1)NC1=NC(=NC(=C1)CC1=CC=CC=C1)C1=CC=C2C=C(N(C2=C1)C)C(=O)N1CC(C1)(F)F (6-(4-((4-(1H-pyrazol-4-yl)phenyl)amino)-6-benzylpyrimidin-2-yl)-1-methyl-1H-indol-2-yl)(3,3-difluoroazetidin-1-yl)methanone